2-(isobutylsulfonyl)-6-methoxy-1,2,3,4-tetrahydroisoquinoline-7-carboxamide C(C(C)C)S(=O)(=O)N1CC2=CC(=C(C=C2CC1)OC)C(=O)N